ethyl (4S,5S)-4-(3,4-difluoro-2-methoxyphenyl)-2,2-dimethyl-1,3-oxathiolane-5-carboxylate FC=1C(=C(C=CC1F)[C@@H]1SC(O[C@H]1C(=O)OCC)(C)C)OC